S-(3-cyclopropoxycyclobutyl)ethanethioate C1(CC1)OC1CC(C1)S=C(C)[O-]